ClP(C1=C(C=CC=C1)OC(F)(F)F)C1=CC=C(C=C1)[Si](CCCC)(CCCC)CCCC chloro(4-(tributylsilyl)phenyl)(2-(trifluoromethoxy)phenyl)phosphine